C(C)(C)(C)C1[C@@]2(CC[C@H](C[C@H]1O)N2)C tert-butyl-(1S,3R,5R)-3-hydroxy-1-methyl-8-azabicyclo[3.2.1]octane